(S)-2-((4-(6-((4-chloro-2-fluorobenzyl)oxy)pyridin-2-yl)-5,6-dihydro-1,2,4-Triazin-1(4H)-yl)methyl)-1-(oxetan-2-ylmethyl)-1H-benzo[d]imidazole-6-carboxylic acid Methyl ester COC(=O)C=1C=CC2=C(N(C(=N2)CN2N=CN(CC2)C2=NC(=CC=C2)OCC2=C(C=C(C=C2)Cl)F)C[C@H]2OCC2)C1